bis(3,5-dimethyl-4-methoxyphenyl)phosphine chloride [Cl-].CC=1C=C(C=C(C1OC)C)PC1=CC(=C(C(=C1)C)OC)C